(piperazin-1-yl)-6-(6-(trifluoromethyl)pyridin-2-yl)-N-(2-(trifluoromethyl)pyridin-4-yl)-1,3,5-triazin-2-amine N1(CCNCC1)C1=NC(=NC(=N1)C1=NC(=CC=C1)C(F)(F)F)NC1=CC(=NC=C1)C(F)(F)F